2-bromo-5H-chromeno[3,2-c]quinoline-6,7-dione BrC=1C=C2C3=C(C(NC2=CC1)=O)C(C1=CC=CC=C1O3)=O